(-)-di-p-toluoyl-d-tartaric acid CC1=CC=C(C=C1)C(=O)O[C@H]([C@H](C(=O)O)OC(=O)C2=CC=C(C=C2)C)C(=O)O